CC(COC)(COC)C(C)C 2-methyl-2-isopropyl-1,3-dimethoxypropane